C(C)OC1=C(OCOC(=O)N2CCOCC2)C=CC=C1 [(o-ethoxyphenoxy)methyl]-4-morpholinecarboxylate